COCCN1CCN(CC1)CC1=CC(=NC=C1)NC=1SC2=C(N1)C=CC(=C2)C=2C=NNC2 N-(4-((4-(2-methoxyethyl)piperazin-1-yl)methyl)pyridin-2-yl)-6-(1H-pyrazol-4-yl)benzo[d]thiazol-2-amine